1-(4-hydroxyphenyl)-2-(4-(4-hydroxyphenyl)-1H-1,2,3-triazol-1-yl)ethan-1-one OC1=CC=C(C=C1)C(CN1N=NC(=C1)C1=CC=C(C=C1)O)=O